C(CCC)NCCCCCCCCCCCC N-Butyllaurylamin